(2S,5S)-5-{[(tert-butyl)bis(phenyl)siloxy]methyl}-2-isopropyl-1-methyl-9-(trifluoromesyloxy)-1,2,3,4,5,6-hexahydro-1,4-benzodiazocin-3-one C(C)(C)(C)[Si](OC[C@H]1NC([C@@H](N(C2=C(C1)C=CC(=C2)OS(=O)(=O)C(F)(F)F)C)C(C)C)=O)(C2=CC=CC=C2)C2=CC=CC=C2